(2S,5S,8S,9S,12S,15S)-di-tert-butyl 8,9-bis(((benzyloxy) carbonyl) amino)-2,5,12,15-tetramethyl-4,7,10,13-tetraoxo-3,6,11,14-tetraazahexadecane-1,16-dioate C(C1=CC=CC=C1)OC(=O)N[C@H](C(N[C@H](C(N[C@H](C(=O)OC(C)(C)C)C)=O)C)=O)[C@@H](C(N[C@H](C(N[C@H](C(=O)OC(C)(C)C)C)=O)C)=O)NC(=O)OCC1=CC=CC=C1